FC=1C=C(C(=O)NCC2CCC(CC2)N2N=C3C=C(C=CC3=C2)C=2C=NNC2)C=C(C1OCC1=CC=C(C=C1)OC)F 3,5-difluoro-4-[(4-methoxyphenyl)methoxy]-N-({(1r,4r)-4-[6-(1H-pyrazol-4-yl)-2H-indazol-2-yl]cyclohexyl}methyl)benzamide